isohexyl acrylate (isohexyl acrylate) C(CCC(C)C)C(C(=O)O)=C.C(C=C)(=O)OCCCC(C)C